1,2-bis(2,4-dihydroxybenzylidene)hydrazine OC1=C(C=NN=CC2=C(C=C(C=C2)O)O)C=CC(=C1)O